diketopiperazine compound with methyl-magnesium bromide C[Mg]Br.O=C1C(NCCN1)=O